6-Hydrazino-2-methyl-3(2H)-pyridazinone N(N)C=1C=CC(N(N1)C)=O